N1=CN=C2NC=NC2=C1C=1C(=NC=CC1)NC=1C=CC(=C(C1)NC(C1=CN=CC(=C1)C(F)(F)F)=O)F N-(5-(3-(9H-purin-6-yl)pyridin-2-ylamino)-2-fluorophenyl)-5-(trifluoromethyl)nicotinamid